N-(3-(4-methylpiperazin-1-yl)phenyl)-5-(quinoxalin-6-yl)-7H-pyrrolo[2,3-d]pyrimidin-2-amine CN1CCN(CC1)C=1C=C(C=CC1)NC=1N=CC2=C(N1)NC=C2C=2C=C1N=CC=NC1=CC2